4-(4,4,5,5-tetramethyl-1,3,2-dioxaborolan-2-yl)-5-((triisopropylsilyl)ethynyl)quinoline CC1(OB(OC1(C)C)C1=CC=NC2=CC=CC(=C12)C#C[Si](C(C)C)(C(C)C)C(C)C)C